C(C)CC(=O)O.C(C)(=O)OCC ethyl acetate (ethyl acetate)